(3R)-3-methyl-4-(4-(2-methyl-6-(methylsulfinyl)pyridin-3-yl)-7-(1H-pyrazol-5-yl)imidazo[1,5-b]pyridazin-2-yl)morpholine C[C@H]1N(CCOC1)C=1C=C(C=2N(N1)C(=NC2)C2=CC=NN2)C=2C(=NC(=CC2)S(=O)C)C